C(C)(=O)[C@@H]1C([C@@H](C1)CC(=O)ON=CC1=CC(=CC=C1)Cl)(C)C 3-chlorobenzaldehyde O-(2-((1S,3S)-3-acetyl-2,2-dimethylcyclobutyl)acetyl) oxime